P(=O)(O[Si](C)(C)C(C)(C)C)(O[Si](C)(C)C(C)(C)C)O[Si](C)(C)C(C)(C)C tris[t-butyldimethylsilyl] phosphate